ClC1=CC=C2C(N(C=NC2=C1)CC1(CN(CC1)C(CCC1=CC=CC=C1)=O)O)=O 7-chloro-3-((3-hydroxy-1-(3-phenylpropionyl)pyrrolidin-3-yl)methyl)quinazolin-4(3H)-one